FC1=CC2=C(C=3NC4=C(C=C(C=C4C3C(C2)CC(=O)OCC)F)F)C=C1 ethyl 2-{3,8,10-trifluoro-5H,6H,11H-benzo[a]carbazol-6-yl}acetate